C(C)(C)C1COC2=C(O1)C(=CC(=C2)CN2C=NC=1C2=NC=C(C1)C=1C(=NOC1C)C)OC 4-(3-((2-isopropyl-8-methoxy-2,3-dihydrobenzo[b][1,4]dioxin-6-yl)methyl)-3H-imidazo[4,5-b]pyridin-6-yl)-3,5-dimethylisoxazole